N-Butylpyridinium chloride CCCC[N+]1=CC=CC=C1.[Cl-]